COCCC1(CCCCC1)CN1N=CC=C1C 1-((1-(2-methoxyethyl)cyclohexyl)methyl)-5-methyl-1H-pyrazole